C(C)(C)N(C(=O)C1=CSC=C1)C N-isopropyl-N-methylthiophene-3-carboxamide